tert-butyl 6-[7-(2-cyano-3,6-difluoro-phenoxy)quinoxalin-2-yl]-2-azaspiro[3.3]heptane-2-carboxylate C(#N)C1=C(OC2=CC=C3N=CC(=NC3=C2)C2CC3(CN(C3)C(=O)OC(C)(C)C)C2)C(=CC=C1F)F